C(#N)CNC(C(=O)C=1C(=C(N(C1C)C)C(=O)O)C)=O 4-(2-((cyanomethyl)amino)-2-oxoacetyl)-1,3,5-trimethyl-1H-pyrrole-2-carboxylic acid